C(=O)C1=C(C=C(C=C1)C1=CC(=CC=C1)C=1N=C(SC1)NC(=O)[C@H]1N(CCC1)C(=O)C1=CN(C(=C1)C)S(=O)(=O)C)C (S)-N-(4-(4'-formyl-3'-methyl-[1,1'-biphenyl]-3-yl)thiazol-2-yl)-1-(5-methyl-1-(methylsulfonyl)-1H-pyrrole-3-carbonyl)pyrrolidine-2-carboxamide